5-(chloromethyl)nicotinonitrile hydrochloride Cl.ClCC=1C=NC=C(C#N)C1